(R)-3-chloro-4-((3,5-difluoropyridin-2-yl)methoxy-d2)-2'-(3-(2-methoxypropane-2-yl)-1H-pyrazol-1-yl)-5',6-dimethyl-2H-[1,4'-bipyridin]-2-one ClC=1C(N(C(=CC1OC([2H])([2H])C1=NC=C(C=C1F)F)C)C1=CC(=NC=C1C)N1N=C(C=C1)C(C)(C)OC)=O